(S)-5-((2-(dimethylamino)-1-(tetrahydro-2H-pyran-4-yl)ethyl)carbamoyl)-6,6-dimethyl-3-(4-nitrobenzoylamino)-5,6-dihydropyrrolo[3,4-c]pyrazole-1(4H)-carboxylic acid ethyl ester C(C)OC(=O)N1N=C(C2=C1C(N(C2)C(N[C@H](CN(C)C)C2CCOCC2)=O)(C)C)NC(C2=CC=C(C=C2)[N+](=O)[O-])=O